tert-butyl 8-chloro-7-[7-({1-[(dimethylcarbamoyl)methyl]-5-methyl-1H-pyrazol-3-yl}amino)-1,2,3,4-tetrahydro-2,6-naphthyridin-2-yl]-1H,2H,3H-pyrido[2,3-b][1,4]oxazine-1-carboxylate ClC1=C(C=NC=2OCCN(C21)C(=O)OC(C)(C)C)N2CC1=CC(=NC=C1CC2)NC2=NN(C(=C2)C)CC(N(C)C)=O